N-(1-deoxy-D-fructose-1-yl)-L-histidine C(C(=O)[C@@H](O)[C@H](O)[C@H](O)CO)N[C@@H](CC1=CNC=N1)C(=O)O